C(C1=CC(C(=O)Cl)=CC(C(=O)Cl)=C1)(=O)Cl trimesoyl chloride